C(C=1C(C(=O)O)=CC=CC1)(=O)N[C@@H](CS)C(=O)O N-(phthaloyl)cysteine